(R)-5-((1-(benzyloxy)propan-2-yl)oxy)-4-(2-fluoro-4-nitrophenoxy)-6-methoxyquinazoline C(C1=CC=CC=C1)OC[C@@H](C)OC1=C2C(=NC=NC2=CC=C1OC)OC1=C(C=C(C=C1)[N+](=O)[O-])F